beta-D-allose O[C@H]1[C@H](O)[C@H](O)[C@H](O)[C@H](O1)CO